C12N(CC(NC1)C2)C=2C=CC(=C(C(=O)NC1(CC1)C1=CC(=NC3=CC=CC=C13)C=1C=NN(C1)C)C2)C 5-(2,5-diazabicyclo[2.2.1]heptan-2-yl)-2-methyl-N-(1-(2-(1-methyl-1H-pyrazol-4-yl)quinolin-4-yl)cyclopropyl)benzamide